COC1=NC=NN2C1=C(C=C2)C=2C=C1C(=NC2)N=C(N1CC=1N=NN(C1)C)C 6-(4-methoxypyrrolo[2,1-f][1,2,4]triazin-5-yl)-2-methyl-1-((1-methyl-1H-1,2,3-triazol-4-yl)methyl)-1H-imidazo[4,5-b]pyridine